COC=1C=CC2=C(N(C(N2)=O)C=2C=CC(=NC2)C(=O)NC)C1 5-(6-methoxy-2-oxo-2,3-dihydro-1H-benzo[d]imidazol-1-yl)-N-methylpyridinecarboxamide